2-[(6,7-dichloro-4-ethoxy-indol-1-yl)methoxy]ethyl-trimethyl-silane ClC1=CC(=C2C=CN(C2=C1Cl)COCC[Si](C)(C)C)OCC